C(C)OC(CC(CC(\C=C\C=1C(=NC2=CC=CC=C2C1C1=CC=C(C=C1)F)C1CC1)O)O)=O (+)-(E)-3,5-dihydroxy-7-[2-cyclopropyl-4-(4-fluorophenyl)-3-quinolyl]-6-heptenoic acid ethyl ester